C(C)(C)(C)OC(=O)N[C@H](CC1=CN(C2=CC=CC=C12)C)C(=O)O tert-Butoxycarbonyl-1-methyl-D-tryptophan